difluoro-toluene FC(C1=CC=CC=C1)F